methyl 4-(2-amino-2-(((3-((tert-butoxycarbonyl) amino) benzoyl) oxy) imino) ethyl)-3,5-difluorobenzoate NC(CC1=C(C=C(C(=O)OC)C=C1F)F)=NOC(C1=CC(=CC=C1)NC(=O)OC(C)(C)C)=O